ClC1=CC=C(C=C1)N1C2=NC(=NC(=C2N=C1)NN=CC1=CC(=CC=C1)C)N1CCOCC1 4-(9-(4-chlorophenyl)-6-(2-(3-methylbenzylidene)hydrazinyl)-9H-purin-2-yl)morpholine